6-methoxy-4-methyl-1-oxido-1,5-naphthyridin-1-ium COC=1N=C2C(=CC=[N+](C2=CC1)[O-])C